Cl.NC1=NC(=C(C(=N1)N)OCCCOC1=CC=C(C=C1)/C=C/C(=O)NO)CC (E)-3-{4-[3-(2,4-Diamino-6-ethylpyrimidin-5-yloxy)propoxy]phenyl}-N-hydroxyacrylamide hydrochloride